OC1=CC=C(C=2OC3=CC(=C(C(=C3C(C2)=O)O)OC)O)C=C1 4',5,7-trihydroxy-6-methoxyl-flavone